CC(C(=O)[O-])(CCCCCC)C.[Sn+4].CC(C(=O)[O-])(CCCCCC)C.CC(C(=O)[O-])(CCCCCC)C.CC(C(=O)[O-])(CCCCCC)C tin 2,2-dimethyloctanoate